C(#N)C1=C(C=CC=C1)[O-] 2-cyanophenolate